3-oxabicyclo[3.1.0]hexane-6-yl-methanol C12COCC2C1CO